(3,4-methylenedioxyphenyl)-1-(4-(carbamoyl)benzyl)-1H-indole-3-carboxamide C1OC=2C=C(C=CC2O1)C=1N(C2=CC=CC=C2C1C(=O)N)CC1=CC=C(C=C1)C(N)=O